ethyl 5-chloropyrazolo[1,5-a]pyrimidine-3-carboxylate (ethyl 5-chloropyrazolo[1,5-a]pyrimidine-3-carboxylate) C(C)C1=NN2C(N=C(C=C2)Cl)=C1C(=O)O.ClC1=NC=2N(C=C1)N=CC2C(=O)OCC